C1(CCC2=C(C=3CCC(C3C=C12)([2H])[2H])NC(=O)N=[S@](=O)(N)C1=CN=C(S1)C(C)(C)O)([2H])[2H] (R)-N'-((1,2,3,5,6,7-hexahydro-s-indacen-4-yl-1,1,7,7-d4)carbamoyl)-2-(2-hydroxypropan-2-yl)thiazole-5-sulfonimidamide